SC(CC(=O)OCC(COC(CC(C1=CC=CC=C1)S)=O)(COC(CC(C1=CC=CC=C1)S)=O)COC(CC(C1=CC=CC=C1)S)=O)C1=CC=CC=C1 pentaerythritol tetrakis(3-mercapto-3-phenylpropionate)